ethyl 4,5-bis(4-chlorophenyl)-2-fluoro-5-oxopentanoate ClC1=CC=C(C=C1)C(CC(C(=O)OCC)F)C(=O)C1=CC=C(C=C1)Cl